tert-butyl-dimethyl-[[(2'S,7R)-2'-methyl-1'-(1H-pyrazol-4-ylmethyl)-2-(trifluoromethyl)spiro[4,5-dihydrothieno[2,3-c]pyran-7,4'-piperidine]-3-yl]methoxy]silane C(C)(C)(C)[Si](OCC1=C(SC2=C1CCO[C@]21C[C@@H](N(CC1)CC=1C=NNC1)C)C(F)(F)F)(C)C